[Na].C(CCCCCCCCCCC)OC(CCC(=O)OCCCCCCCCCCCC)=O dilaurylsuccinate sodium salt